C(C)OC(=O)C=1C=NN2C1N=C(C=C2C)C(CC)=NO 5-(1-(hydroxyimino)propyl)-7-methylpyrazolo[1,5-a]Pyrimidine-3-carboxylic acid ethyl ester